Rac-spiro[bicyclo[4.1.0]heptane-3,2'-[1,3]dioxolane]-1-ylmethylamine O1C2(OCC1)CC1(CC1CC2)CN